4-(4-chloro-2-fluorophenyl)-N-(1-methylpiperidin-3-yl)phthalazin-1-amine ClC1=CC(=C(C=C1)C1=NN=C(C2=CC=CC=C12)NC1CN(CCC1)C)F